(Z)-2-(5-chloro-1H-indol-3-yl)-3-(4-(pyridin-2-ylsulfanyl)pyridin-3-yl)-acrylonitrile ClC=1C=C2C(=CNC2=CC1)/C(/C#N)=C/C=1C=NC=CC1SC1=NC=CC=C1